C(#N)C1=CC(=C(COC2=CC=CC(=N2)N2CCC(CC2)=C(C2=NC3=C(N2C[C@H]2OCC2)C=C(C=C3)C(=O)OC)F)C=C1)F (S)-methyl 2-((1-(6-((4-cyano-2-fluorobenzyl) oxy) pyridin-2-yl) piperidin-4-ylidene) fluoromethyl)-1-(oxetan-2-ylmethyl)-1H-benzo[d]imidazole-6-carboxylate